4-(2,6-difluoro-4-methoxyphenyl)-3-({5-[4-(propan-2-yloxy)phenyl]-1,3,4-oxadiazol-2-yl}amino)pyrrolidin-2-one FC1=C(C(=CC(=C1)OC)F)C1C(C(NC1)=O)NC=1OC(=NN1)C1=CC=C(C=C1)OC(C)C